FC(CC)(OC[C@H]1N(CC(CC1)C1=CC=C(C=C1)C(F)(F)F)C1=NC=C(C=N1)C(=O)O)F 2-((2S)-2-((1,1-difluoropropoxy)methyl)-5-(4-(trifluoromethyl)phenyl)piperidin-1-yl)pyrimidine-5-carboxylic acid